(S)-1-(3-chloro-3'-(5-(3-(dimethylamino)piperidin-1-yl)pyridin-3-yl)-5'-fluoro-2'-hydroxy-[1,1'-biphenyl]-4-yl)-3-methyl-1H-imidazol-2(3H)-one ClC=1C=C(C=CC1N1C(N(C=C1)C)=O)C1=C(C(=CC(=C1)F)C=1C=NC=C(C1)N1C[C@H](CCC1)N(C)C)O